3-(pyridin-2-yl)propanamide hydrochloride Cl.N1=C(C=CC=C1)CCC(=O)N